FC=1C=C(C=NC1)C1N(OCC1)C(=O)C1CCN(CC1)C1=NC=CC(=N1)C(=O)OC Methyl 2-[4-[3-(5-fluoro-3-pyridyl)isoxazolidine-2-carbonyl]-1-piperidyl]pyrimidine-4-carboxylate